4-(3-((2-((2-(3-(dimethylamino)propyl)oxazol-4-yl)amino)-5-(trifluoromethyl)pyrimidin-4-yl)amino)propyl)-1,4-oxazepan-3-one CN(CCCC=1OC=C(N1)NC1=NC=C(C(=N1)NCCCN1C(COCCC1)=O)C(F)(F)F)C